6,13-dimethylpentacene CC1=C2C=C3C=CC=CC3=CC2=C(C2=CC3=CC=CC=C3C=C12)C